FC1=CC=C(C=C1)N1C=NC2=CC=C(C=C2C1=O)OC1=CC(=NC=C1)C=1C=NN(C1)C 3-(4-fluorophenyl)-6-{[2-(1-methylpyrazol-4-yl)-4-pyridyl]oxy}quinazolin-4-one